C(CCC)N[C@@H](CCCC)C(=O)O n-butyl-(norleucine)